C(CCCCCCCC(=O)[O-])(=O)OCC\C=C/CCCC O1-[(Z)-oct-3-enyl] nonanedioate